N-formyl-N-[2-oxo-3-[2-(trifluoromethyl)phenyl]propyl]carboxamide C(=O)N(C=O)CC(CC1=C(C=CC=C1)C(F)(F)F)=O